(S)-2-((6-cyanobenzo[d]thiazol-2-yl)amino)-N-methyl-N-(pyrrolidin-3-yl)isonicotinamide C(#N)C1=CC2=C(N=C(S2)NC=2C=C(C(=O)N([C@@H]3CNCC3)C)C=CN2)C=C1